NCCOCCOCCOC1=CC(=C(C=C1)C(C)OC1=C(SC(=C1)N1C=NC2=C1C=C(C=C2)CN2CCN(CC2)C)C(=O)N)C(F)(F)F 3-(1-(4-(2-(2-(2-aminoethoxy)ethoxy)ethoxy)-2-(trifluoromethyl)phenyl)ethoxy)-5-(6-((4-methylpiperazin-1-yl)methyl)-1H-benzo[d]imidazol-1-yl)thiophene-2-carboxamide